tert-butyl (R)-((3-(5-cyano-2-(4,4-difluoroazepan-1-yl)-4-methylnicotinamido)phenyl)(methyl)(oxo)-λ6-sulfaneylidene)carbamate C(#N)C=1C=NC(=C(C(=O)NC=2C=C(C=CC2)[S@](=O)(C)=NC(OC(C)(C)C)=O)C1C)N1CCC(CCC1)(F)F